CC=1C(=C2C=NNC2=CC1C)C1=C(C=2N=C(N=C(C2C=N1)N1CC2(CC(C2)O)CCC1)OCC12CCCN2CCC1)F 6-(7-(5,6-dimethyl-1H-indazol-4-yl)-8-fluoro-2-((hexahydro-1H-pyrrolizin-7a-yl)methoxy)pyrido[4,3-d]pyrimidin-4-yl)-6-azaspiro[3.5]nonan-2-ol